C(C(C)C)C(C(=O)OCC(C)(C)C)(CC(=O)OCC(C)(C)C)CC(C)C dineopentyl 2,2-diisobutylsuccinate